N1(CCNCC1)C1C2(CC1C2)C(=O)O piperazin-1-yl-bicyclo[1.1.1]pentane-1-carboxylic acid